(R)-1-(3-cyclopropylphenyl)ethane-1,2-diol C1(CC1)C=1C=C(C=CC1)[C@H](CO)O